ClC1=CC2=C(N(C(N=C2N2CC3C(C2)CN(C3)C(=O)[O-])=O)C=3C(=NC=CC3C)C(C)C)N=C1C1=C(C=CC=C1)OC 5-(6-Chloro-1-(2-isopropyl-4-methylpyridin-3-yl)-7-(2-methoxyphenyl)-2-oxo-1,2-Dihydropyrido[2,3-d]pyrimidin-4-yl)hexahydropyrrolo[3,4-c]pyrrole-2(1H)-carboxylate